3-[2-(1-{[5-methyl-3-(trifluoromethyl)-1H-pyrazol-1-yl] acetyl} piperidin-4-yl)-1,3-thiazol-4-yl]-1,5-dihydro-2,4-benzodioxepin-6-ylmethylsulfonate CC1=CC(=NN1CC(=O)N1CCC(CC1)C=1SC=C(N1)C1OCC2=C(CO1)C=CC=C2CS(=O)(=O)[O-])C(F)(F)F